BrC1=CC=C(C2=C1C=CO2)OC[C@]2([C@@H](CN(CC2)C2=C(C=C(C=C2F)Cl)F)O)O (3r,4r)-4-[(4-bromo-1-benzofuran-7-yl)oxymethyl]-1-(4-chloro-2,6-difluorophenyl)piperidine-3,4-diol